(S)-2-((2-((4-chloro-2-fluorobenzyl)oxy)-5,8-dihydro-1,7-naphthyridin-7(6H)-yl)methyl)-3-(oxetan-2-ylmethyl)-3H-imidazo[4,5-b]pyridine-6-carbonitrile ClC1=CC(=C(COC2=NC=3CN(CCC3C=C2)CC2=NC=3C(=NC=C(C3)C#N)N2C[C@H]2OCC2)C=C1)F